1,3,5-tris(3',5'-di-t-butyl-4-hydroxybenzyl)-S-triazine-2,4,6(1H,3H,5H)trione C(C)(C)(C)C=1C=C(CN2C(N(C(N(C2=O)CC2=CC(=C(C(=C2)C(C)(C)C)O)C(C)(C)C)=O)CC2=CC(=C(C(=C2)C(C)(C)C)O)C(C)(C)C)=O)C=C(C1O)C(C)(C)C